2-(1H-Indol-3-yl)ethanamine N1C=C(C2=CC=CC=C12)CCN